3-[(6-bromo-2-methyl-3-pyridyl)sulfonyl]-1,4-dimethyl-indole BrC1=CC=C(C(=N1)C)S(=O)(=O)C1=CN(C2=CC=CC(=C12)C)C